(((2r,7as)-2-fluorotetrahydro-1H-pyrrolizin-7a(5H)-yl)-methoxy)pyridin F[C@@H]1C[C@@]2(CCCN2C1)COC1=NC=CC=C1